5-Methylolsalicylaldehyde C(O)C1=CC=C(C(C=O)=C1)O